N-benzyl-oxazolidinone C(C1=CC=CC=C1)N1C(OCC1)=O